(S)-2-(3,3-dimethyl-4-(5-oxo-4-(2,2,2-trifluoroethyl)-4,5-dihydropyrazine-2-carbonyl)piperazin-1-yl)-N-(5-(4-fluorophenoxy)pyridin-2-yl)propanamide CC1(CN(CCN1C(=O)C=1N=CC(N(C1)CC(F)(F)F)=O)[C@H](C(=O)NC1=NC=C(C=C1)OC1=CC=C(C=C1)F)C)C